tert-butyl 2-[[2-(2,6-dioxo-3-piperidyl)-1,3-dioxo-isoindolin-4-yl]methylamino]-7-azaspiro[3.5]nonane-7-carboxylate O=C1NC(CCC1N1C(C2=CC=CC(=C2C1=O)CNC1CC2(C1)CCN(CC2)C(=O)OC(C)(C)C)=O)=O